5-phenyloxybenzene C1(=CC=CC=C1)OC=1C=CC=CC1